[N+](=O)([O-])C1=C(C=CC(=C1)C)NN 2-nitro-4-methylphenylhydrazine